1-(3-(4-phenyl-1H-1,2,3-triazol-1-yl)pyrrolidin-1-yl)-2-(1H-tetrazol-1-yl)ethan-1-one C1(=CC=CC=C1)C=1N=NN(C1)C1CN(CC1)C(CN1N=NN=C1)=O